FC1=NC=CC=C1COCC[Si](C)(C)C 2-fluoro-3-(trimethylsilyl)ethoxymethylpyridine